4-(4-methyl-benzimidazol-2-yl)-1,2,5-oxadiazol-3-amine CC1=CC=CC=2N=C(NC21)C=2C(=NON2)N